FC1(COC1)COC1=NN(C=C1N)COCC[Si](C)(C)C 3-((3-fluorooxetan-3-yl)methoxy)-1-((2-(trimethylsilyl)ethoxy)methyl)-1H-pyrazol-4-amine